C(C)(C)(C)OC(=O)N([C@H]1CN(CC1)C=1N=CC(=NC1)C(=O)OC)C1CC1 methyl 5-[(3R)-3-[tert-butoxycarbonyl(cyclopropyl)amino]pyrrolidin-1-yl]pyrazine-2-carboxylate